FC=1C(=NC(=CC1)C(F)(F)F)C1=NC(=NC(=N1)NC(C)C)NC1=CC(=CC=C1)S(=O)(=O)C (3-fluoro-6-(trifluoromethyl)pyridin-2-yl)-N2-isopropyl-N4-(3-(methylsulfonyl)phenyl)-1,3,5-triazine-2,4-diamine